7-(4-((2,3-dihydrobenzo[b][1,4]dioxin-6-yl-2,2,3,3-d4)oxy)piperidin-1-yl-4-d)-8-(methoxymethyl)-9-methyl-4H-pyrimido[1,2-b]pyridazin-4-one O1C2=C(OC(C1([2H])[2H])([2H])[2H])C=C(C=C2)OC2(CCN(CC2)C=2C(=C(C=1N(N2)C(C=CN1)=O)C)COC)[2H]